CCCN1CCOCC1 4-(3-propyl)morpholine